C(C)C1(CCC1)NC1=NC(=NC=C1C(=O)N)NC1CCC(CC1)OC 4-(1-ethylcyclobutylamino)-2-((1r,4r)-4-methoxycyclohexylamino)pyrimidine-5-carboxamide